C(C)(C)(C)OC(=O)N1[C@@H](CN[C@H](C1)CCO)C (2R,5S)-5-(2-hydroxyethyl)-2-methylpiperazine-1-formic acid tertiary Butyl ester